C(CCCCCCCCCC#CCCCC)=O 11-Hexadecynal